C(C)(=O)N[C@H](C(=O)N[C@H]1CCC=2C=CC=C3C[C@H](N(C23)C1=O)C(=O)N[C@H](C(=O)O)C)C(C)C (S)-2-{[(2S,5S)-5-((S)-2-Acetylamino-3-methyl-butyrylamino)-4-oxo-1,2,4,5,6,7-hexahydro-azepino[3,2,1-hi]indole-2-carbonyl]-amino}-propionic acid